3-chloro-5'-fluoro-3'-(2-fluoropyridin-4-yl)-2'-methoxy-[1,1'-biphenyl] ClC=1C=C(C=CC1)C1=C(C(=CC(=C1)F)C1=CC(=NC=C1)F)OC